FC=1C=C(C=CC1OC1=C2C(=NC=C1)NN=C2N[C@@H](CO)C)NC(=O)C2=C1N(N(C2=O)C2=CC=CC=C2)CCC1 N-{3-fluoro-4-[(3-{[(2R)-1-hydroxypropan-2-yl]amino}-1H-pyrazolo[3,4-b]pyridin-4-yl)oxy]phenyl}-2-oxo-1-phenyl-4H,5H,6H-pyrrolo[1,2-b]pyrazole-3-carboxamide